1-(4-cyanophenylmethyl)quinoxalin-2(1H)-one C(#N)C1=CC=C(C=C1)CN1C(C=NC2=CC=CC=C12)=O